4-(7-((1,3-Dimethyl-1H-pyrazol-5-yl)sulfonyl)-7-azaspiro[3.5]nonan-2-yl)morpholine CN1N=C(C=C1S(=O)(=O)N1CCC2(CC(C2)N2CCOCC2)CC1)C